4-((5-fluoropyridin-3-yl)oxy)-3-methylaniline FC=1C=C(C=NC1)OC1=C(C=C(N)C=C1)C